tert-butyl (5-cyclopropyl-4-oxo-5,6-dihydro-4H-pyrrolo[3,4-d]dithiazol-2-yl)carbamate C1(CC1)N1C(C=2NS(SC2C1)NC(OC(C)(C)C)=O)=O